ClC=1C(=NC(=CC1)OC)C(=O)N1C2CN(C(CC1)CC2)CC2=C(N=C1N2C=CC=N1)C1=CC=C(C=C1)C(C)C (3-chloro-6-methoxypyridin-2-yl)[6-{[2-(4-isopropylphenyl)imidazo[1,2-a]pyrimidin-3-yl]methyl}-2,6-diazabicyclo[3.2.2]non-2-yl]methanone